FC(N1C=2C=3C=CN=C([C@H](CCCCC(NC2C=N1)=O)NC(OC(C)(C)C)=O)C3)F tert-butyl N-[(13S)-3-(difluoromethyl)-8-oxo-3,4,7,15-tetraazatricyclo[12.3.1.02,6]octadeca-1(18),2(6),4,14,16-pentaen-13-yl]carbamate